7-fluoro-3-((3-oxo-3-((1-(2,2,2-trifluoroethyl)pyrrolin-3-yl)oxy)propyl)amino)benzo[e][1,2,4]triazine-1,4-dioxide FC1=CC2=C([N+](=C(N=[N+]2[O-])NCCC(OC2=CN(CC2)CC(F)(F)F)=O)[O-])C=C1